C(C)(C)(C)OC(=O)N1N=C(C2=CC=C(C=C12)[C@@H]1C[C@@]12C(N(C1=CC=C(C=C21)OC)C(=O)OC(C)(C)C)=O)NC=2C=NN(C2)C tert-butyl (1R,2S)-2-[1-(tert-butoxycarbonyl)-3-[(1-methylpyrazol-4-yl)amino]indazol-6-yl]-5'-methoxy-2'-oxospiro[cyclopropane-1,3'-indole]-1'-carboxylate